C(C)(C)(C)[Si](C1=CC=CC=C1)(C1=CC=CC=C1)OC[C@H]1[C@@](C1)(C=C)F Tert-butyl-(((1S,2R)-2-fluoro-2-vinylcyclopropyl)methoxy)diphenylsilane